C(C)(=O)O[C@@H]1CN(CC[C@H]1NC1=NN2C(C=N1)=CN=C2CC(C)C)C(=O)OC(C)(C)C tert-butyl (3R,4R)-3-(acetyloxy)-4-{[7-(2-methylpropyl)imidazo[4,3-f][1,2,4]triazin-2-yl]amino}piperidine-1-carboxylate